3-Iodo-6-(2,2,2-trifluoroethyl)imidazo[1,2-c]pyrimidin-5(6H)-one IC1=CN=C2N1C(N(C=C2)CC(F)(F)F)=O